Cl.C[C@H]1COCCCOC2=NC=CC(C3=NNC=4C=CC(O1)=CC34)=N2 (13S)-13-methyl-7,11,14-trioxa-5,19,20,23-tetraazatetracyclo[13.5.2.12,6.018,21]tricosa-1(20),2(23),3,5,15(22),16,18(21)-heptaene HCl